(12S)-6-(benzyloxy)-20-nitro-18-phenyl-6-(trifluoromethyl)-22-oxa-3,4,16,21-tetraazatetracyclo[15.3.1.12,5.012,16]docosa-1(21),2,4,9,17,19-hexaene C(C1=CC=CC=C1)OC1(C2=NN=C(C=3C(=CC(=C(N4CCC[C@H]4CC=CCC1)N3)C3=CC=CC=C3)[N+](=O)[O-])O2)C(F)(F)F